N1(CCCCC1)C1CC(C1)NC(=O)C1=CC2=C(N3C(S2)=NC(=C3)C=3C=C(C=CC3)C)C=C1 N-((1r,3r)-3-(piperidin-1-yl)cyclobutyl)-2-(m-tolyl)benzo[d]imidazo[2,1-b]thiazole-7-carboxamide